COCC1=C(C(=CC=C1)NC(=O)C1=CC2=C(N1C)C=CS2)COC2=CC=C(OC[C@@H]1CN(CC1)C(=O)OC(C)(C)C)C=C2 tert-Butyl (3S)-3-[[4-[[2-(methoxymethyl)-6-[(4-methylthieno[3,2-b]pyrrole-5-carbonyl)amino]phenyl]methoxy]phenoxy] methyl]pyrrolidine-1-carboxylate